(1s,3s)-3-{3-[4-(difluoromethyl)-2-(methoxymethoxy)-6-methylphenyl]-5-methyl-7H-pyrrolo[2,3-c]pyridazin-7-yl}-1-methylcyclobutanol FC(C1=CC(=C(C(=C1)C)C1=CC2=C(N=N1)N(C=C2C)C2CC(C2)(O)C)OCOC)F